2,5-dimethyl-2,5-di(t-butylperoxy)hexane ethyl-(E)-2-(ethoxymethylene)-4,4,4-trifluoro-3-oxobutanoate C(C)OC(/C(/C(C(F)(F)F)=O)=C/OCC)=O.CC(C)(CCC(C)(OOC(C)(C)C)C)OOC(C)(C)C